tert-Butyl 3-((3-chloro-5-(1,2-dihydroxypropan-2-yl)isoquinolin-8-yl)oxy)azetidine-1-carboxylate ClC=1N=CC2=C(C=CC(=C2C1)C(CO)(C)O)OC1CN(C1)C(=O)OC(C)(C)C